tert-butyl 4-(3,7-dimethyl-2-(4-(methylsulfonyl)phenyl)-3H-imidazo[4,5-b]pyridin-5-yl)piperidine-1-carboxylate CN1C(=NC=2C1=NC(=CC2C)C2CCN(CC2)C(=O)OC(C)(C)C)C2=CC=C(C=C2)S(=O)(=O)C